[N+](=O)([O-])C1=CC=CC2=NON=C21 7-nitrobenz[1,2,5]oxadiazole